OC(CNC1=C(C=CC=C1)SC1=CC=CC=C1)C1=NNC(O1)=O 5-[1-hydroxy-2-(2-phenylsulfanylphenylamino)ethyl]-1,3,4-oxadiazol-2(3H)-one